ClC1=CC2=C(S1)C1(CC(NCC1)C)OCC2(O)C(F)F 2-chloro-4-(difluoromethyl)-2'-methyl-spiro[5H-thieno[2,3-c]pyran-7,4'-piperidin]-4-ol